NC1=NC=CC=C1C1=NC=2C(=NC(=CC2)C2=CC=CC=C2)N1C1=CC=C(C=C1)CN1CCC2(CC(C2)NC([O-])=O)CC1 [7-[[4-[2-(2-amino-3-pyridyl)-5-phenyl-imidazo[4,5-b]pyridin-3-yl]phenyl]methyl]-7-azaspiro[3.5]nonan-2-yl]carbamate